FC=1C(=C(C=C(C1)C)O)C=1C=2N(C(=NN1)N[C@H]1CN(CCC1)C1COCC1)C=CC2 3-fluoro-5-methyl-2-(4-{[(3R)-1-(oxolan-3-yl)piperidin-3-yl]amino}pyrrolo[1,2-d][1,2,4]triazin-1-yl)phenol